perfluoroiodooctane FC(C(C(C(C(C(C(C(F)(F)F)(F)F)(F)F)(F)F)(F)F)(F)F)(F)F)(I)F